C(CCCCCCCCCCCCCCC)N(CCCCCCCCCCCCCCCC)CCCCCCCCCCCCCCCC trihexadecylamine